CC(C)C=1C=NC=C(C1NC(NS(=O)(=O)C1=C(C=C(C=C1)S(NC)(=O)=O)CO)=O)C(C)C 3-[3,5-bis(propan-2-yl)pyridin-4-yl]-1-[2-(hydroxymethyl)-4-(methylsulfamoyl)benzenesulfonyl]urea